N[C@@H]1CN(CC1)C=1C=CC=2N(C(C=C(N2)C2=CC(=C(C=C2)OC)OC)=O)C1 7-[(3S)-3-Aminopyrrolidin-1-yl]-2-(3,4-dimethoxyphenyl)-4H-pyrido[1,2-a]pyrimidin-4-one